tert-butyl 3-(2-(7-chloro-8-fluoro-4-hydroxy-2-(methylthio)pyrido[4,3-d]pyrimidin-5-yl)ethyl)-1,4-oxazepane-4-carboxylate ClC1=C(C=2N=C(N=C(C2C(=N1)CCC1COCCCN1C(=O)OC(C)(C)C)O)SC)F